tert-butyl 4-(2-(3,4-dimethoxyphenyl)-4-oxo-4H-pyrimido[1,2-B]pyridazin-7-yl)-5,6-dihydropyridine-1(2H)-carboxylate COC=1C=C(C=CC1OC)C=1N=C2N(N=C(C=C2)C2=CCN(CC2)C(=O)OC(C)(C)C)C(C1)=O